CC(CC)S(=O)(=O)[O-] 1-methyl-1-propanesulfonate